2-(1-naphthyl)-4,6-bis(trichloromethyl)-s-triazine C1(=CC=CC2=CC=CC=C12)C1=NC(=NC(=N1)C(Cl)(Cl)Cl)C(Cl)(Cl)Cl